C(C(=C)C)(=O)OCCN=C=N N'-[2-(methacryloyloxy)ethyl]carbodiimide